BrC1=NC=CC=C1CSCC(=O)OC methyl 2-{[(2-bromopyridin-3-yl)methyl]sulfanyl}acetate